ClC=1C=C2C=C(CN(C2=NC1Cl)C=1C(=NC=CC1C)C(C)C)[N+](=O)[O-] 6,7-Dichloro-1-(2-isopropyl-4-methylpyridin-3-yl)-3-nitro-1,8-naphthyridine